5-[[2-[(2S,5R)-2-[3-(dimethylamino)phenyl]-5-methyl-1-piperidyl]-2-oxo-acetyl]amino]pyridine-3-carboxamide CN(C=1C=C(C=CC1)[C@H]1N(C[C@@H](CC1)C)C(C(=O)NC=1C=C(C=NC1)C(=O)N)=O)C